C1=C(C=CC2=CC=CC=C12)S(=O)(=O)O.CC1(C(N(C2=CC=CC=C12)C1CCN(CC1)C([C@H](CCC1=CC=CC=C1)NC(=O)[C@H]1CNCCC1)=O)=O)C (R)-N-((S)-1-(4-(3,3-dimethyl-2-oxoindolin-1-yl)piperidin-1-yl)-1-oxo-4-phenylbutan-2-yl)piperidine-3-carboxamide naphthalene-2-sulfonic acid salt